4-(5-{7-Methyl-7-[(2R)-2-methylpyrrolidin-1-yl]-6,7,8,9-tetrahydro-5H-benzo[7]annulen-2-yl}-1H-pyrazolo[3,4-b]pyridin-3-yl)-N-(propan-2-yl)benzamide CC1(CCC2=C(CC1)C=C(C=C2)C=2C=C1C(=NC2)NN=C1C1=CC=C(C(=O)NC(C)C)C=C1)N1[C@@H](CCC1)C